COC1=CC2=C(C=C1)C3COC4=C(C3O2)C=CC(=C4)O The molecule is a member of the class of pterocarpans that is 3-hydroxyptercarpan with a methoxy substituent at position 9. It has a role as a phytoalexin.